C1COCCC12CCN(CC2)C=O (3-oxa-9-azaspiro[5.5]undecan-9-yl)methanone